CN(CC=O)CC=1SC=CC1 2-[METHYL(THIOPHEN-2-YLMETHYL)AMINO]ACETALDEHYDE